2-[(S)-1H-benzimidazol-2-yl-(5-fluoro-2-hydroxy-phenyl)methyl]-6-[4-(1-methyl-4-piperidinyl)phenyl]isoindoline-1-thione N1C(=NC2=C1C=CC=C2)[C@@H](N2C(C1=CC(=CC=C1C2)C2=CC=C(C=C2)C2CCN(CC2)C)=S)C2=C(C=CC(=C2)F)O